3-hexanol butyrate C(CCC)(=O)OC(CC)CCC